Cl.N[C@H](C)C1=C(C2=NC(=CC(=C2S1)NCC=1OC=CC1)Cl)C 2-[(1R)-1-aminoethyl]-5-chloro-N-[(furan-2-yl)methyl]-3-methylthieno[3,2-b]pyridin-7-amine hydrochloride